(S)-5-ethyl-2-methoxy-N-(4-methoxy-6-(((1-propioloylpyrrolidin-3-yl)oxy)methyl)benzo[d]isoxazol-3-yl)benzenesulfonamide C(C)C=1C=CC(=C(C1)S(=O)(=O)NC1=NOC2=C1C(=CC(=C2)CO[C@@H]2CN(CC2)C(C#C)=O)OC)OC